8-Bromo-4-hydroxyquinoline-3-carboxylic acid ethyl ester C(C)OC(=O)C=1C=NC2=C(C=CC=C2C1O)Br